rac-2-(1-{4-[(3R)-2,6-dioxopiperidin-3-yl]phenyl}piperidin-4-yl)acetaldehyde O=C1NC(CC[C@@H]1C1=CC=C(C=C1)N1CCC(CC1)CC=O)=O |r|